C12CNCC(N1C=1C(=C3C(N(C(C3=C(C1)F)=O)C1C(NC(CC1)=O)=O)=O)F)C2 5-(3,6-diazabicyclo[3.1.1]heptan-6-yl)-2-(2,6-dioxopiperidin-3-yl)-4,7-difluoroisoindoline-1,3-dione